COC=1C=C2C(=NC=NC2=CC1OC)NC1=CC=C(OCC(=O)N2CCN(CC2)CC)C=C1 2-(4-((6,7-dimethoxyquinazolin-4-yl)amino)phenoxy)-1-(4-ethylpiperazinyl)ethanone